C1(CCC1)C1=NSC(=N1)N 3-cyclobutyl-1,2,4-thiadiazol-5-amine